Tert-butyl N-[1-deuterio-2-(4-formylcyclohexoxy)-1-methyl-ethyl]carbamate [2H]C(COC1CCC(CC1)C=O)(C)NC(OC(C)(C)C)=O